6-acetamido-2-((1E,3E)-3-(6-acetamido-3-ethylbenzo[d]thiazol-2(3H)-ylidene)-2-methylprop-1-en-1-yl)-3-ethylbenzo[d]thiazol-3-ium iodide [I-].C(C)(=O)NC1=CC2=C([N+](=C(S2)\C=C(\C=C/2\SC3=C(N2CC)C=CC(=C3)NC(C)=O)/C)CC)C=C1